C(C)(C)(C)C1=C(C(=CC(=C1)CN(C)C)C(C)(C)C)O 2,6-di-tert-butyl-4-(N,N-dimethylamino)methylphenol